[B].[Cu].[Li] lithium-copper-boron